BrC1=CC=C2C(=C(C(N(C2=C1)C)=O)C#N)N1CCC(CC1)(O)[C@H](C)C1=NC=C(C=C1)Cl 7-bromo-4-[4-[(1R)-1-(5-chloro-2-pyridyl)ethyl]-4-hydroxy-1-piperidyl]-1-methyl-2-oxo-quinoline-3-carbonitrile